5-(4-(4-((3-((2,6-dimethylphenyl)amino)-1-methyl-1H-pyrazolo[3,4-d]pyrimidin-6-yl)amino)phenyl)-[1,4'-bipiperidin]-1'-yl)-2-(2,6-dioxopiperidin-3-yl)isoindoline-1,3-dione CC1=C(C(=CC=C1)C)NC1=NN(C2=NC(=NC=C21)NC2=CC=C(C=C2)C2CCN(CC2)C2CCN(CC2)C=2C=C1C(N(C(C1=CC2)=O)C2C(NC(CC2)=O)=O)=O)C